piperidine-1,4-dicarboxylic acid O1-tert-butyl O4-methyl ester COC(=O)C1CCN(CC1)C(=O)OC(C)(C)C